C(C1=CC=CC=C1)OC=1C(C=CN2NC3N(C(C21)=O)CCOC3)=O 7-(benzyloxy)-3,4,12,12a-tetrahydro-1H-[1,4]oxazino[3,4-c]pyrido[2,1-f][1,2,4]triazine-6,8-dione